2-[6-amino-5-[8-[2-[3-(2-methylazepan-1-yl)prop-1-ynyl]-4-pyridyl]-3,8-diazabicyclo[3.2.1]octan-3-yl]pyridazin-3-yl]phenol NC1=C(C=C(N=N1)C1=C(C=CC=C1)O)N1CC2CCC(C1)N2C2=CC(=NC=C2)C#CCN2C(CCCCC2)C